N(=[N+]=[N-])CN1N=CC=C1 (azidomethyl)-1H-pyrazole